C(C)(C)(C)C1N(CCC[C@H]1N)C tert-butyl-(3R)-1-methylpiperidin-3-amine